CN1C=[N+](C=C1)CCC(C(C(C(C(C(F)(F)F)(F)F)(F)F)(F)F)(F)F)(F)F 1-methyl-3-(3,3,4,4,5,5,6,6,7,7,8,8,8-tridecafluorooctyl)imidazolium